ClC1=NC=C(C=C1)OCC 2-chloro-5-ethoxypyridine